ClC1=CC(=C(C(=C1)OC)C1=C2CC(N(C2=CC=C1C)CC)=O)OC 4-(4-Chloro-2,6-dimethoxy-phenyl)-1-ethyl-5-methyl-indolin-2-one